O[C@H](C(=O)N1C[C@@H]([C@H](CC1)OC1=C(C#N)C=C(C=C1)C1=NC(=NC=C1)NC1=NC(=C(C=C1)N1CCN(CC1)C1COC1)OC)F)CO 2-[(3S,4S)-1-((S)-2,3-Dihydroxy-propionyl)-3-fluoro-piperidin-4-yloxy]-5-{2-[6-methoxy-5-(4-oxetan-3-yl-piperazin-1-yl)-pyridin-2-ylamino]-pyrimidin-4-yl}-benzonitrile